O1C(=NC=C1)C=1N=CC(=NC1)C(=O)N[C@H](CN1N=CC=N1)C 5-(1,3-Oxazol-2-yl)-N-[(2S)-1-(2H-1,2,3-triazol-2-yl)propan-2-yl]Pyrazine-2-carboxamide